(R)-3-(3-(4-Methoxyphenyl)-1,2,4-oxadiazol-5-yl)-N-((1-(4-methylbenzyl)pyrrolidin-3-yl)methyl)propanamide COC1=CC=C(C=C1)C1=NOC(=N1)CCC(=O)NC[C@@H]1CN(CC1)CC1=CC=C(C=C1)C